C(C1=CC=CC=C1)OC1=C(C=CC=C1)C1=NC(=NC=C1)N 4-[2-(benzyloxy)phenyl]Pyrimidine-2-amine